tert-butyl 4-(4-((3-cyano-1-cyclopentyl-2-oxo-1,2-dihydro-1,6-naphthyridin-7-yl)amino)phenyl)piperazin-1-carboxylate C(#N)C=1C(N(C2=CC(=NC=C2C1)NC1=CC=C(C=C1)N1CCN(CC1)C(=O)OC(C)(C)C)C1CCCC1)=O